2-[1-[2-(5-chloro-2-pyridyl)-5-(6-chloro-3-pyridyl)-1,2,4-triazol-3-yl]ethyl]isoindoline-1,3-dione ClC=1C=CC(=NC1)N1N=C(N=C1C(C)N1C(C2=CC=CC=C2C1=O)=O)C=1C=NC(=CC1)Cl